L-4-(phenylazo)-phenylglycine C1(=CC=CC=C1)N=NC1=CC=C([C@H](N)C(=O)O)C=C1